(S)-2-((2-((S)-3-(difluoromethyl)-5-oxo-morpholino)-5,6-dihydrobenzo[f]imidazo[1,2-d][1,4]oxazepin-9-yl)amino)-3-methoxypropionamide FC([C@@H]1COCC(N1C=1N=C2N(CCOC3=C2C=CC(=C3)N[C@H](C(=O)N)COC)C1)=O)F